4-(trifluoromethyl)phenylglycine FC(C1=CC=C(C(N)C(=O)O)C=C1)(F)F